C(C)(C)(C)C=1C(=NC=CC1NC(NC1=C(C=CC=C1)OC)=O)C(=O)N tert-butyl-4-[(2-methoxyphenyl)carbamoyl-amino]pyridine-2-carboxamide